(S)-(3-Fluorophenyl)(4-(4-methoxyphenethyl)-7-azabicyclo[2.2.1]heptan-1-yl)methanol acetate C(C)(=O)O[C@H](C12CCC(CC1)(N2)CCC2=CC=C(C=C2)OC)C2=CC(=CC=C2)F